OC1CN(S(C1=C)(=O)=O)C1=C(C=CC=C1)C=1C=NN(C1)C 4-hydroxy-2-(2-(1-methyl-1H-pyrazol-4-yl)phenyl)-5-methyleneisothiazolidine 1,1-dioxide